CC=1C=C(C=C(O)[C@H](O)[C@@H](O)[C@H](O)[C@H](O)CO)C=CC1C (3,4-dimethylbenzylidene)sorbitol